ClC=1C(=CC2=C(C[C@](O2)(C2=CC=CC=C2)CNC(OC(C)(C)C)=O)C1C1=C(C(=CC=C1C#N)OC)F)F tert-butyl (((2S,4R)-5-chloro-4-(6-cyano-2-fluoro-3-methoxyphenyl)-6-fluoro-2-phenyl-2,3-dihydrobenzofuran-2-yl)methyl)carbamate